C(C)(C)N1N=NC2=C1C=CC(=C2)C2=NOC(=N2)C=2C=NC=C(C2)OC 3-(1-isopropyl-1H-benzo[d][1,2,3]triazol-5-yl)-5-(5-methoxy-pyridin-3-yl)-1,2,4-oxadiazole